COC(=O)C1(C(C1)C)C(N(C)C)=O (dimethylcarbamoyl)-2-methylcyclopropane-1-carboxylic acid methyl ester